C(C)(C)(C)C1=CC=C(C(=O)NC(NC2=CC=C(C=C2)NC(C2=CC=C(C=C2)Cl)=O)=S)C=C1 4-(tert-butyl)-N-((4-(4-chlorobenzoylamino)phenyl)thiocarbamoyl)benzamide